4-[(4-Fluorophenyl)-oxazol-5-yl-methyl]piperazine FC1=CC=C(C=C1)C(N1CCNCC1)C1=CN=CO1